4-epoxy-6-methylcyclohexylmethyl-3,4-epoxy-6-methyl-cyclohexene CC1(CC2(C(C=C1)O2)CC21C(CCCC2)O1)C